ClC1=CC(=NC=N1)N(C(OC(C)(C)C)=O)CCN1C(=CC2=C(C(=C(C=C12)F)F)C)C#N Tert-butyl (6-chloropyrimidin-4-yl)(2-(2-cyano-5,6-difluoro-4-methyl-1H-indol-1-yl)ethyl)carbamate